(S)-2-(((benzyloxy)carbonyl)amino)-3-(1-(2-(tert-butoxy)-2-oxoethyl)-1H-indazol-3-yl)propanoic acid C(C1=CC=CC=C1)OC(=O)N[C@H](C(=O)O)CC1=NN(C2=CC=CC=C12)CC(=O)OC(C)(C)C